(S)-N-(2,5-Di(piperidin-1-yl)thiazolo[4,5-b]pyridin-6-yl)-6-(3-hydroxypyrrolidin-1-yl)picolinamid N1(CCCCC1)C=1SC=2C(=NC(=C(C2)NC(C2=NC(=CC=C2)N2C[C@H](CC2)O)=O)N2CCCCC2)N1